BrCCC(C(=O)OC)(C)C1=CC(=CC=C1)I methyl 4-bromo-2-(3-iodophenyl)-2-methylbutanoate